1-(4-((5-((3S,4S)-4-((tert-Butoxycarbonyl)amino)-3-methyl-2-oxa-8-azaspiro[4.5]dec-8-yl)pyrazin-2-yl)thio)-3-chloropyridin-2-yl)piperidine-4-carboxylic acid C(C)(C)(C)OC(=O)N[C@@H]1[C@@H](OCC12CCN(CC2)C=2N=CC(=NC2)SC2=C(C(=NC=C2)N2CCC(CC2)C(=O)O)Cl)C